N-(3-acrylamido-4-chlorophenyl)-1-(4-fluorobenzyl)-7-methyl-5-(1H-pyrrole-2-carbonyl)-4,5,6,7-tetrahydro-1H-pyrazolo[4,3-c]Pyridine-3-carboxamide C(C=C)(=O)NC=1C=C(C=CC1Cl)NC(=O)C1=NN(C2=C1CN(CC2C)C(=O)C=2NC=CC2)CC2=CC=C(C=C2)F